1-((5-chloro-6-((3-methylisoxazol-5-yl)methoxy)-1H-indol-2-yl)methyl)-3-ethylurea ClC=1C=C2C=C(NC2=CC1OCC1=CC(=NO1)C)CNC(=O)NCC